NC1=C(C(=NN1[C@@H]1C[C@H](CC1)O)C1=CC=C(C=C1)CNC(C1=C(C=CC=C1)OC)=O)C(=O)N |o1:6,8| 5-Amino-1-[(1S*,3S*)-3-hydroxycyclopentyl]-3-[4-[[(2-methoxybenzoyl)amino]methyl]phenyl]pyrazole-4-carboxamide